C1(=CC=CC=C1)C=1N=CC(=NC1C1=CC=CC=C1)SCC(=O)NC 2-(5,6-diphenylpyrazin-2-yl)sulfanyl-N-methyl-acetamide